C(#N)C1=CC(=C(COC2=C(C=CC(=N2)C2=CC(=C(CC3=NC4=C(N3C3COCC35CC5)C=C(C=C4F)C(=O)O)C=C2F)F)F)C=C1)F 2-(4-(6-((4-cyano-2-fluorobenzyl)oxy)-5-fluoropyridin-2-yl)-2,5-difluorobenzyl)-4-fluoro-1-(5-oxaspiro[2.4]heptan-7-yl)-1H-benzo[d]imidazole-6-carboxylic acid